ClC=1C=C(C=CC1F)[C@@H](NC(=O)N1CC(NCC1)=O)C12CCC(CC1)(CC2)C(F)(F)F |o1:8| N-((S or R)-(3-chloro-4-fluoro-phenyl)(4-(trifluoro-methyl)bicyclo[2.2.2]octan-1-yl)methyl)-3-oxopiperazine-1-carboxamide